5-Ethyl-6-fluoro-4-(8-fluoro-2-(((2R,7aS)-2-fluorotetrahydro-1H-pyrrolizin-7a(5H)-yl)methoxy)-4-thiomorpholinopyrido[4,3-d]pyrimidin-7-yl)naphthalen-2-ol C(C)C1=C2C(=CC(=CC2=CC=C1F)O)C1=C(C=2N=C(N=C(C2C=N1)N1CCSCC1)OC[C@]12CCCN2C[C@@H](C1)F)F